sodium (S)-3-(3-(1-methyl-4-oxido-2-oxo-1,2-dihydropyridin-3-yl)ureido)-3-(3-(4-(trifluoro methyl)benzyl)phenyl)propanoate CN1C(C(=C(C=C1)[O-])NC(N[C@@H](CC(=O)[O-])C1=CC(=CC=C1)CC1=CC=C(C=C1)C(F)(F)F)=O)=O.[Na+].[Na+]